C1(=CC=CC=C1)C1=NC=2N(C(=C1)C1=CC=CC=C1)N=C(C2)C(=O)NCC(CNC(OC(C)(C)C)=O)C tert-Butyl (3-(5,7-diphenylpyrazolo[1,5-a]pyrimidine-2-carboxamido)-2-methylpropyl)carbamate